CC(C(=O)OCOC1=CC(=CC(=C1C1=CC(=CC=C1)C)OCOC(C(C)(C)C)=O)CCC)(C)C ((3'-methyl-4-propyl-[1,1'-biphenyl]-2,6-diyl)bis(oxy))bis(methylene) bis(2,2-dimethylpropanoate)